FC1=CC(=C2C=C(NC2=C1)I)N(C(OC(C)(C)C)=O)C1CCOCC1 tert-butyl (6-fluoro-2-iodo-1H-indol-4-yl)(tetrahydro-2H-pyran-4-yl)carbamate